C(#N)[C@H](CC1C(NC(C1)(C)C)=O)NC(=O)[C@@H]1[C@H]2C([C@H]2CN1C([C@H](C(C)(C)C)NC(=O)C1COC1)=O)(C)C (1R,2S,5S)-N-((1S)-1-cyano-2-(5,5-dimethyl-2-oxopyrrolidin-3-yl)ethyl)-3-((S)-3,3-dimethyl-2-(oxetan-3-carboxamido)butanoyl)-6,6-dimethyl-3-azabicyclo[3.1.0]hexane-2-carboxamide